(5-Bromo-2-fluorophenyl)acetonitrile BrC=1C=CC(=C(C1)CC#N)F